CNC=O N-methylmethaneamide